(3-(Tert-butyl)phenyl)benzylamine C(C)(C)(C)C=1C=C(C=CC1)NCC1=CC=CC=C1